(R)-N'-((3-(5-fluoro-2-methoxypyridin-4-yl)bicyclo[4.2.0]octa-1(6),2,4-trien-2-yl)carbamoyl)-6,7-dihydro-5H-pyrazolo[5,1-b][1,3]oxazine-3-sulfonimidamide FC=1C(=CC(=NC1)OC)C1=C(C=2CCC2C=C1)NC(=O)N=[S@](=O)(N)C=1C=NN2C1OCCC2